FC(C1=CC=C(C=N1)CN1CC=CC=C1)(F)F 1-((6-(trifluoromethyl)pyridin-3-yl)methyl)-1H-pyridine